N-(6-(2H-1,2,3-triazol-2-yl)-5-(trifluoromethyl)pyridin-3-yl)-4-(3-aminopyridin-4-yl)-2,5-difluorobenzamide N=1N(N=CC1)C1=C(C=C(C=N1)NC(C1=C(C=C(C(=C1)F)C1=C(C=NC=C1)N)F)=O)C(F)(F)F